CN1CC(C(CC1)CC=1SC2=C(N1)C=C(C=C2)[C@@H]2N(C[C@H](CC2)C)C(C(=O)NC2=NC(=C(C(=O)N)C=C2)OC)=O)C (2-((2R,5S)-2-(2-((1,3-dimethylpiperidin-4-yl)methyl)benzo[d]thiazol-5-yl)-5-methylpiperidin-1-yl)-2-oxoacetamido)-2-methoxynicotinamide